tris[4-(N,N-Diethylamino)-butyl]amin (1R,3S)-3-(1-(tert-butyl)-5-((7-methyl-1,1-dioxido-2,3-dihydrobenzo[b]thiophen-4-yl)amino)-1H-pyrazol-3-yl)cyclopentyl-isopropylcarbamate C(C)(C)(C)N1N=C(C=C1NC1=CC=C(C=2S(CCC21)(=O)=O)C)[C@@H]2C[C@@H](CC2)N(C(O)=O)C(C)C.C(C)N(CC)CCCCN(CCCCN(CC)CC)CCCCN(CC)CC